CC1=C(C=CC=C1OC([2H])([2H])[2H])[C@H]1N(CCC1C1=CC=NC=C1)C(=O)OCC1C2=CC=CC=C2C=2C=CC=CC12 9H-Fluoren-9-ylmethyl (2S)-2-[2-methyl-3-(trideuteriomethoxy)phenyl]-3-(4-pyridyl)pyrrolidine-1-carboxylate